BrC=1C(=C(C=CC1)NC1=NC=NC2=CC3=C(C=C12)OC[C@H](O3)CN3CCN(CC3)C)F |r| (±)-N-(3-Bromo-2-fluorophenyl)-8-[(4-methylpiperazin-1-yl)methyl]-7,8-dihydro[1,4]dioxino[2,3-g]quinazolin-4-amine